FC(C=C)(C(F)F)F 3,3,4,4-tetrafluorobutene